C(C)OC(=O)C(CN(C(=O)C=1NN=C2C1CN(CC2)C(=O)OC(C)(C)C)C)=C tert-butyl 3-[2-ethoxy-carbonylallyl(methyl)carbamoyl]-2,4,6,7-tetrahydropyrazolo[4,3-c]pyridine-5-carboxylate